3-(4-(5-methyl-2-(methylsulfonyl)pyrimidin-4-yl)-1H-pyrazol-1-yl)propanenitrile CC=1C(=NC(=NC1)S(=O)(=O)C)C=1C=NN(C1)CCC#N